(2S,4R)-tert-butyl 4-((5-bromo-2-((1-methyl-1H-pyrazol-4-yl) amino)-7-((2-(trimethylsilyl) ethoxy) methyl)-7H-pyrrolo[2,3-d]pyrimidin-4-yl) oxy)-2-methylpyrrolidine-1-carboxylate BrC1=CN(C=2N=C(N=C(C21)O[C@@H]2C[C@@H](N(C2)C(=O)OC(C)(C)C)C)NC=2C=NN(C2)C)COCC[Si](C)(C)C